5-Hydroxy-heptacosanoic acid OC(CCCC(=O)O)CCCCCCCCCCCCCCCCCCCCCC